ONC(CCCCCCNC1=C(C=C(C=C1)S(=O)(=O)NC(C1=C(C=C(C=C1)NC(C=CC1=C(C=CC=C1)C)=O)OC1=CC=CC=C1)=O)[N+](=O)[O-])=O N-(4-(7-(hydroxyamino)-7-oxoheptylamino)-3-nitrobenzenesulfonyl)-2-phenoxy-4-(3-(2-methylphenyl)acryloylamino)benzamide